1-(tert-butyl) 2-methyl (2S,3S)-3-allyl-3-(3-((tert-butyldimethylsilyl)oxy)propyl)-4-((4-methoxybenzyl)oxy)pyrrolidine-1,2-dicarboxylate C(C=C)[C@]1([C@H](N(CC1OCC1=CC=C(C=C1)OC)C(=O)OC(C)(C)C)C(=O)OC)CCCO[Si](C)(C)C(C)(C)C